C(C=C)(=O)O.C(C=C)(=O)O.C1(CCCCCO1)=O caprolactone diacrylate